C(\C=C\C(=O)O)(=O)O.ClC=1C(=CC(=C(C1)NC1=NC(=NC=C1)NC=1C(=CC(=C(C1)NC(C=C)=O)N1C[C@@H](CC1)N(C)C)OC)C(C)(C)O)F (R)-N-(5-((4-((5-chloro-4-fluoro-2-(2-hydroxypropan-2-yl)phenyl)amino)pyrimidin-2-yl)amino)-2-(3-(dimethylamino)pyrrolidin-1-yl)-4-methoxyphenyl)acrylamide fumarate